P(=O)(OC[C@H]1O[C@H]([C@@H]([C@@H]1O)O)[N+]1=CC(=CC=C1)C(N)=O)([O-])[O-].[Ca+2].C(N)(=O)C=1C=[N+](C=CC1)[C@H]1[C@@H]([C@@H]([C@H](O1)COP(=O)([O-])[O-])O)O Calcium ((2R,3s,4R,5R)-5-(3-carbamoylpyridin-1-ium-1-yl)-3,4-dihydroxytetrahydrofuran-2-yl)methyl phosphate